(4-amino-7-fluoroimidazo[1,5-a]quinoxalin-8-yl)(7-(trifluoromethyl)-1,3,4,5-tetrahydro-2H-1,5-methanobenzo[c]azepin-2-yl)methanone NC=1C=2N(C3=CC(=C(C=C3N1)F)C(=O)N1C3C4=C(C(CC1)C3)C=C(C=C4)C(F)(F)F)C=NC2